OC=1C(C2=CC=CC=C2C(C1CCC=C)=O)=O 2-hydroxy-3-(3-butenyl)-1,4-naphthoquinone